[(2R)-2-hydroxy-3-methoxy-3-oxo-propyl]ammonium chloride [Cl-].O[C@H](C[NH3+])C(=O)OC